Tert-butyl (7S)-3-((4-(ethylsulfonyl)benzyl)carbamoyl)-7-isopropyl-5-methyl-5,7-dihydro-6H-pyrrolo[3,4-b]pyridine-6-carboxylate C(C)S(=O)(=O)C1=CC=C(CNC(=O)C=2C=C3C(=NC2)[C@@H](N(C3C)C(=O)OC(C)(C)C)C(C)C)C=C1